N1=NC(=CC2=C1C1=C(CCC2)C=CC=C1)N1N=C(N=C1N)NC1=CC(=C(C=C1)N1CCC(CC1)N1CCCC1)F 1-(6,7-dihydro-5H-benzo[6,7]cyclohepta[1,2-c]pyridazin-3-yl)-N3-(3-fluoro-4-(4-pyrrolidin-1-ylpiperidinyl)phenyl)-1H-1,2,4-triazole-3,5-diamine